4-[5-fluoro-2-(4-fluorophenyl)benzothien-3-yl]-5-hydroxy-2,6-dimethyl-pyridazin-3-one FC=1C=CC2=C(C(=C(S2)C2=CC=C(C=C2)F)C=2C(N(N=C(C2O)C)C)=O)C1